C(CCC)C1OC(C2=CC(=CC=C12)OCC=1SC(=NN1)S(=O)(=O)CC1CC1)=O 3-butyl-6-((5-(cyclopropylmethylsulfonyl)-1,3,4-thiadiazol-2-yl)methoxy)isobenzofuran-1(3H)-one